6-amino-2-[(1E)-3-[(2Z)-6-amino-3-ethyl-2,3-dihydro-1,3-benzothiazol-2-ylidene]prop-1-en-1-yl]-3-ethyl-1,3-benzothiazol-3-ium iodide [I-].NC1=CC2=C([N+](=C(S2)\C=C\C=C\2/SC3=C(N2CC)C=CC(=C3)N)CC)C=C1